FC1=C(CNC2=NC=NN3C2=CC(=C3)C)C=CC(=C1)C1=C3C(=NC=C1)NC(=N3)C=3C=NN(C3)C N-(2-fluoro-4-(2-(1-methyl-1H-pyrazol-4-yl)-3H-imidazo[4,5-b]pyridin-7-yl)benzyl)-6-methylpyrrolo[2,1-f][1,2,4]triazin-4-amine